NCC1=CC=C(C=C1)C(CC)O (4-(aminomethyl)phenyl)propan-1-ol